(4-(4-acetylphenyl)tetrahydro-2H-pyran-4-yl)piperazine-1-carboxylic acid phenyl ester C1(=CC=CC=C1)OC(=O)N1C(CNCC1)C1(CCOCC1)C1=CC=C(C=C1)C(C)=O